FC=1C=C(C=C(C1C(=O)O)F)C1=CC(=C(C(=C1)F)C(=O)O)F 3,3',5,5'-tetrafluorobiphenyl-4,4'-dicarboxylic acid